CN(CCCN(S(=O)(=O)CC(CCCCCCCC)CCCCCC)C(CC(=O)O)CCCCCCCCC)C 3-{N-[3-(dimethylamino)propyl]2-hexyldecane-sulfonamido}dodecanoic acid